6-(tert-butoxycarbonyl)-3,9,12-trioxa-6-azatetradecane C(C)(C)(C)OC(=O)N(CCOCC)CCOCCOCC